2-bromo-4-methoxy-5-(methoxymethoxy)benzaldehyde BrC1=C(C=O)C=C(C(=C1)OC)OCOC